C(C1=CC=CC=C1)OC1CC(C1)CCO 2-(3-benzyloxycyclobutyl)ethanol